3-[(R)-[(2S)-4-(5-aminopyridine-3-carbonyl)-2-(methylsulfonylmethyl)piperazin-1-yl]-phenyl-methyl]benzonitrile NC=1C=C(C=NC1)C(=O)N1C[C@H](N(CC1)[C@@H](C=1C=C(C#N)C=CC1)C1=CC=CC=C1)CS(=O)(=O)C